6-nitro-4-((4-phenoxyphenyl)amino)quinazolin-7-ol [N+](=O)([O-])C=1C=C2C(=NC=NC2=CC1O)NC1=CC=C(C=C1)OC1=CC=CC=C1